O=C1N(C(C=C1)=O)CCCCCC(=O)N[C@H](C(=O)ON1C(CCC1=O)=O)CCC(NC[C@@H]([C@H]([C@@H]([C@@H](CO)O)O)O)O)=O (2,5-dioxopyrrolidin-1-yl) (2S)-2-[6-(2,5-dioxopyrrol-1-yl)hexanoylamino]-5-oxo-5-[[(2S,3R,4R,5R)-2,3,4,5,6-pentahydroxyhexyl]amino]pentanoate